C(C1=CC=CC=C1)C=1NC(=NN1)C(=O)NC1=NC=CC(=C1)C1=C(C=CC(=C1)OCCCCC(C)(C)O)C 5-benzyl-N-(4-(5-((5-hydroxy-5-methylhexyl)oxy)-2-methylphenyl)pyridin-2-yl)-4H-1,2,4-triazole-3-carboxamide